C1(=CC=CC=C1)[B-](C1=CC=CC=C1)(C1=CC=CC=C1)C1=CC=CC=C1.[PH4+].N[C@@H]([C@@H](C)CC)C(=O)C(C(=O)N)=C.N[C@@H](CC(C)C)C(=O)O leucin-isoleucyl-acrylamide phosphonium tetraphenylborate